3-AZABICYCLO[3.1.1]HEPTANE C12CNCC(C1)C2